C(C)(C)(C)C1=NN(C(=C1)NC(NC1=C(C=C(OC2=CN=C(S2)C(=O)O)C=C1)F)=O)C1=CC=CC=C1 5-(4-(3-(3-(tert-butyl)-1-phenyl-1H-pyrazol-5-yl)ureido)-3-fluorophenoxy)thiazole-2-carboxylic acid